C1CCC12CN(CC2)C2=NC(=NC=C2)C2=CN=C1N2C=C(N=C1)C(F)F 3-[4-(6-azaspiro[3.4]oct-6-yl)pyrimidin-2-yl]-6-(difluoromethyl)imidazo[1,2-a]pyrazine